Br[Mg]C1=C(C=CC(=C1)F)Cl bromo(2-chloro-5-fluorophenyl)magnesium